2-(5-Methyl-2-(2-methyl-2H-indazol-6-yl)piperidin-1-yl)-2-oxoacetic acid CC1CCC(N(C1)C(C(=O)O)=O)C=1C=CC2=CN(N=C2C1)C